C(CCCCCCCCCC)OCC(O)CO undecylglyceryl ether